C1=CC=CC=2SC3=CC=CC=C3C(C12)C1=CC=CC=2SC3=CC=CC=C3C(C12)=O thioxanthenyl-(thioxanthone)